1-(2-(4'-fluoro-2'-(4-methyl-4H-1,2,4-triazol-3-yl)-[1,1'-biphenyl]-3-yl)-7-methylbenzo[d]oxazol-5-yl)-N-((1-fluorocyclobutyl)methyl)methylamine FC1=CC(=C(C=C1)C1=CC(=CC=C1)C=1OC2=C(N1)C=C(C=C2C)CNCC2(CCC2)F)C2=NN=CN2C